3-benzenesulfonate C1=CC(=CC=C1)S(=O)(=O)[O-]